O1CCN(CC1)CCOC1=CC=C(C=C1)C=1C=CC(=NC1)CC(=O)N 2-(5-(4-(2-morpholinoethoxy)phenyl)pyridin-2-yl)acetamide